FC1=C(C=C(C=C1)F)C1=NN2C(N=CC=C2)=C1C(=O)N[C@@H]1C(NC2=C(C(=N1)C1=CC=CC=C1)C=CC=C2)=O 2-(2,5-Difluorophenyl)-N-[(3S)-2-oxo-5-phenyl-1,3-dihydro-1,4-benzodiazepin-3-yl]pyrazolo[1,5-a]pyrimidine-3-carboxamide